1-(1,3-benzodioxan-4-yl)-N-(1,3-benzodioxan-4-ylmethyl)-methaneamine O1COC(C2=C1C=CC=C2)CNCC2OCOC1=C2C=CC=C1